C1(=CC=CC=C1)S(=O)(=O)C1=CC=C(C=C1)NC(=O)NCC1CCC=2N(C1)C=CN2 1-[4-(benzenesulfonyl)phenyl]-3-{5H,6H,7H,8H-imidazo[1,2-a]pyridin-6-ylmethyl}urea